ClC1=C(C=CC(=C1)OC(C)CCO)C=1C=NN(C1)C=1C=CC(N(C1)CCC)=O 5-(4-(2-chloro-4-((4-hydroxybutan-2-yl)oxy)phenyl)-1H-pyrazol-1-yl)-1-propylpyridin-2(1H)-one